C(CCCCCCCCCCCCCCC)(=O)C(O)C(O)CO PALMITOYL-GLYCEROL